N-((4-(1-cyclopropyl-4-(trifluoromethyl)-1H-imidazol-2-yl)cuban-1-yl)methyl)-5,6'-dimethoxy-[2,5'-bipyrimidin]-4-amine C1(CC1)N1C(=NC(=C1)C(F)(F)F)C12C3C4C5(C(C14)C2C53)CNC5=NC(=NC=C5OC)C=5C=NC=NC5OC